FC(OC1=C(C=C2C(=CN(C(C2=C1)=O)C1=C2C=CNC2=CC(=C1)F)C(=O)N1CCCCC1)OC)F 7-(difluoromethoxy)-2-(6-fluoro-1H-indol-4-yl)-6-methoxy-4-(piperidine-1-carbonyl)-1,2-dihydroisoquinolin-1-one